(2S,3R,4R)-1-acetyl-2-ethyl-4-((5-fluoro-6-methylpyridin-2-yl)amino)-N-(2-hydroxyethyl)-3-methyl-1,2,3,4-tetrahydroquinoline-6-carboxamide C(C)(=O)N1[C@H]([C@@H]([C@H](C2=CC(=CC=C12)C(=O)NCCO)NC1=NC(=C(C=C1)F)C)C)CC